NC(C)(C)C1=CC(=C(CN2N=CC=3N=C(N=C(C32)N[C@H](CCO[Si](C3=CC=CC=C3)(C3=CC=CC=C3)C(C)(C)C)CCC)NC(OC)=O)C=C1)OC Methyl (S)-(1-(4-(2-aminopropan-2-yl)-2-methoxybenzyl)-7-((1-((tert-butyldiphenylsilyl)oxy)hexan-3-yl)amino)-1H-pyrazolo[4,3-d]pyrimidin-5-yl)carbamate